OC(=O)CCCCCCCCC.OCC(O)CO.OCC(O)CO diglycerin monocaprate